C(C)N(C1=CC=C2C=C(C(OC2=C1)=O)C=1OC2=C(N1)C=C(C=C2)C(=O)O)CC 2-(7-(diethylamino)-2-oxo-2H-chromen-3-yl)benzoxazole-5-carboxylic acid